6-carboxypyridin C(=O)(O)C1=CC=CC=N1